ClC=1C(=CC(=NC1)NC=1C(=NN(C1)C1CCN(CC1)C)CC)NCCCN1CCOCCC1=O 4-(3-((5-chloro-2-((3-ethyl-1-(1-methylpiperidin-4-yl)-1H-pyrazol-4-yl)amino)pyridin-4-yl)amino)propyl)-1,4-oxazepan-5-one